O1C(=CC=C1)CC1=C(C(=O)N)C=CC(=C1O)O (furan-2-ylmethyl)-3,4-dihydroxybenzamide